4-((1-methyl-1H-indazol-5-yl)amino)-2-((1,2,3,4-tetrahydroisoquinolin-6-yl)amino)pyrimidine-5-carboxamide CN1N=CC2=CC(=CC=C12)NC1=NC(=NC=C1C(=O)N)NC=1C=C2CCNCC2=CC1